ClC1=C(C=CC=C1)C1=C(C(=CC=C1)OCCCN(C)C)C 2-chloro-3'-(3-(dimethylamino)propoxy)-2'-methyl-[1,1'-biphenyl]